(2-amino-5-bromopyridin-3-yl)(4-methylpiperazin-1-yl)methanone NC1=NC=C(C=C1C(=O)N1CCN(CC1)C)Br